CC1=CC=C(C=C1)C1=NC=NC=N1 6-(4-methylphenyl)-1,3,5-triazine